C1(=CC=CC=C1)CCC(=O)OC[C@H]1O[C@@H]([C@@H]([C@H]([C@H]1O)O)O)OC[C@@H]([C@@H](CCCCCCCCCCCCCCC)O)NC(CCCCCCCCCCCCCCCCCCCCCCCC1CCS(CC1)(=O)=O)=O ((2R,3R,4S,5R,6S)-6-(((2S,3R)-2-(24-(1,1-dioxidotetrahydro-2H-thiopyran-4-yl)tetracosanamido)-3-hydroxyoctadecyl)oxy)-3,4,5-trihydroxytetrahydro-2H-pyran-2-yl)methyl 3-phenylpropanoate